N-((2,6-dichloromethylphenyl)carbamoyl)-3-oxobutanamide ClCC1=C(C(=CC=C1)CCl)NC(=O)NC(CC(C)=O)=O